C(C)OB1OC2=C(C[C@@H]1NC(CC)=O)C=CC=C2C(=O)OCOC(C(CC)CC)=O ((2-ethylbutanoyl)oxy)methyl (R)-2-ethoxy-3-propionamido-3,4-dihydro-2H-benzo[e][1,2]oxaborinine-8-carboxylate